Methyl 2-(3-fluorophenyl)-5-[1-(phenylsulfonyl)-1H-pyrrolo[2,3-b]pyridin-4-yl]-1-{[2-(trimethylsilyl)ethoxy]methyl}-1H-pyrrole-3-carboxylate FC=1C=C(C=CC1)C=1N(C(=CC1C(=O)OC)C1=C2C(=NC=C1)N(C=C2)S(=O)(=O)C2=CC=CC=C2)COCC[Si](C)(C)C